C1(CC1)C1=NC(=NO1)C=1C=C2CC[C@H](C2=CC1)NC(=O)C=1C=NN(C1)C[C@@H](C)O N-((R)-5-(5-cyclopropyl-1,2,4-oxadiazol-3-yl)-2,3-dihydro-1H-inden-1-yl)-1-((R)-2-hydroxypropyl)-1H-pyrazole-4-carboxamide